3,6-bismethyl-1,4-dioxane-2-one CC1C(OC(CO1)C)=O